CNCC1CCOCC1 N-methyl-(tetrahydro-2H-pyran-4-yl)methylamine